BrC(C(=O)O)CCC bromo-valeric acid